C(C)(C)(C)OC(NC1=C(C=C(C=C1)Br)F)=O.C(C)(C)(C)C=1C=C(CS(=O)(=O)O)C=C(C1O)C(C)(C)C 3,5-di-tert-butyl-4-hydroxybenzyl-sulfonate tert-butyl-N-(4-bromo-2-fluoro-phenyl)carbamate